C(CCCCCCCCCCCCCCC)(=O)OC(CC=1N=CN(C1)C)COC(CCCCCCCCCCCCCCC)=O 4-(2,3-bis-palmitoyloxy-propyl)-1-Methyl-1H-imidazole